6-chloro-2,4(1H,3H)-quinazolinedione ClC=1C=C2C(NC(NC2=CC1)=O)=O